CC(COCC)(COC)C 2,2-dimethyl-1-ethoxy-3-methoxy-propane